4-[(1-ethylhexyl)oxy]-2-thiophenecarbaldehyde C(C)C(CCCCC)OC=1C=C(SC1)C=O